NC=1N=C(SC1C(=O)C1=CC(=NO1)CO)N(C1=CC=C(C=C1)F)C(C(=O)N)C (N-[4-Amino-5-[3-(hydroxymethyl)isoxazol-5-carbonyl]thiazol-2-yl]-4-fluoroanilino)propanamid